FC1=C(C=C(C=C1)F)C1=C(C(=NC=C1)[C@@H]1OCC(CC1)(F)F)NC(C1=CN=C(C(=C1)F)C(C)(C)O)=O |r| rac-N-(4-(2,5-difluorophenyl)-2-(5,5-difluorotetrahydro-2H-pyran-2-yl)pyridin-3-yl)-5-fluoro-6-(2-hydroxypropan-2-yl)nicotinamide